C(=O)C1CCN(CC1)C1=CC=C(C=C1)C1=C(CCCC2=C1C=CC(=C2)C(=O)O)C2=NC=CC=C2 5-[4-(4-formyl-1-piperidyl)phenyl]-6-(2-pyridyl)-8,9-dihydro-7H-benzo[7]annulene-2-carboxylic acid